2-chloro-N-(4-(4,4-difluorocyclohexyl)-2-(2,5-difluorophenyl)pyridin-3-yl)pyrimidine-5-carboxamide ClC1=NC=C(C=N1)C(=O)NC=1C(=NC=CC1C1CCC(CC1)(F)F)C1=C(C=CC(=C1)F)F